5-(4-Chlorophenyl)-1-(2,4-dichlorophenyl)-4-methylsulfinyl-N-(piperidin-1-yl)-1H-pyrazole-3-carboxamide ClC1=CC=C(C=C1)C1=C(C(=NN1C1=C(C=C(C=C1)Cl)Cl)C(=O)NN1CCCCC1)S(=O)C